2-(6-(trifluoromethyl)nicotinamido)benzo[d]thiazole-5-carboxylic acid FC(C1=NC=C(C(=O)NC=2SC3=C(N2)C=C(C=C3)C(=O)O)C=C1)(F)F